3-hexyl-1H-1,2,4-triazole C(CCCCC)C1=NNC=N1